N-(1,3-Dihydroisobenzofuran-5-yl)-2-(8-formyl-7-hydroxy-6-methoxy-4-methyl-2-oxo-2H-chromen-3-yl)acetamide C1OCC2=CC(=CC=C12)NC(CC=1C(OC2=C(C(=C(C=C2C1C)OC)O)C=O)=O)=O